Methyl (E)-3-(6-aminopyridin-3-yl)acrylate NC1=CC=C(C=N1)/C=C/C(=O)OC